BrCC(NCCOCCOCCNC(CONC(OC(C)(C)C)=O)=O)=O tert-butyl (14-bromo-2,13-dioxo-6,9-dioxa-3,12-diazatetradecyl)oxycarbamate